(rac)-N-(3-cyano-4-fluorophenyl)-3-(6-methoxypyridin-3-yl)-1-oxo-2-(2,2,2-trifluoroethyl)-1,2,3,4-tetrahydroisoquinoline-4-carboxamide C(#N)C=1C=C(C=CC1F)NC(=O)C1C(N(C(C2=CC=CC=C12)=O)CC(F)(F)F)C=1C=NC(=CC1)OC